P(=O)(O)(O)OC1=CC=C(C=C1)NC(OCC1C2=CC=CC=C2C=2C=CC=CC12)=O (9H-fluoren-9-yl)methyl (4-(phosphonooxy)phenyl)carbamate